(E)-3-(2-ethyl-7-fluoro-3-(4-fluoro-2-methylphenyl)-4-oxo-3,4-dihydroquinazolin-6-yl)-N-hydroxyacrylamide C(C)C1=NC2=CC(=C(C=C2C(N1C1=C(C=C(C=C1)F)C)=O)/C=C/C(=O)NO)F